C(C)(C)(C)OC(=O)NC1=NC=CC(=C1)N1/C(/SC=C1)=N/C(OCC)=O (Z)-ethyl (3-(2-((tert-butoxycarbonyl)amino)pyridin-4-yl)thiazol-2(3H)-ylidene)carbamate